C(C)(C)[C@H]1CO[C@@]23CC[C@@H](C[C@H]3CCC(N21)=O)N(CC2=CC=C(C=C2)C(F)(F)F)C2COC2 (3S,7aR,9S,11aR)-3-isopropyl-9-[oxetan-3-yl-[[4-(trifluoromethyl)phenyl]methyl]amino]-3,6,7,7a,8,9,10,11-octahydro-2H-oxazolo[2,3-j]quinolin-5-one